[(1R,3S)-3-[1-tert-butyl-5-[[2-[1-[4-[[tert-butyl(diphenyl)silyl]oxymethyl]cyclohexyl]pyrazol-4-yl]acetyl]amino]pyrazol-3-yl] cyclopentyl] N-isopropylcarbamate C(C)(C)NC(O[C@H]1C[C@H](CC1)C1=NN(C(=C1)NC(CC=1C=NN(C1)C1CCC(CC1)CO[Si](C1=CC=CC=C1)(C1=CC=CC=C1)C(C)(C)C)=O)C(C)(C)C)=O